C(C=C)(=O)OCCC1=C(C(C(=O)O)=CC=C1C(=O)O)C(=O)O acryloyl-[oxyethyl]trimellitic acid